2',4'-dichloro-4-{[(1-methylazetidin-3-yl)oxy]carbonyl}-[1,1'-biphenyl] ClC1=C(C=CC(=C1)Cl)C1=CC=C(C=C1)C(=O)OC1CN(C1)C